6-(4-amino-4-(fluoro(phenyl)methyl)piperidin-1-yl)-3-(3,4-dichloro-2-methyl-2H-indazol-5-yl)-1H-pyrazolo[3,4-d]pyrimidine-4-carbonitrile NC1(CCN(CC1)C1=NC(=C2C(=N1)NN=C2C2=C(C1=C(N(N=C1C=C2)C)Cl)Cl)C#N)C(C2=CC=CC=C2)F